(5aS,11bS)-1,2,3,4,5,5a,6,11b-Octahydrochromeno[4,3-c]azepin-2-ium chloride [Cl-].C1[NH2+]CCC[C@H]2[C@H]1C=1C=CC=CC1OC2